C(C)(C)(C)[Si](OCCO)(C)C 2-[tert-butyl-(dimethyl)silyl]oxyethanol